C(C=C)(=O)N1[C@H](CN(C[C@H]1C)C1=C(C(N(C2=NC(=C(C=C12)Cl)Cl)C=1C(=NC=CC1C)C(C)C)=O)C#N)C 4-((3S,5R)-4-propenoyl-3,5-dimethylpiperazin-1-yl)-6,7-dichloro-1-(2-isopropyl-4-methylpyridin-3-yl)-2-oxo-1,2-dihydro-1,8-naphthyridine-3-carbonitrile